C(CCCCCCS(=O)(=O)[O-])S(=O)(=O)[O-] heptanedisulfonate